ClC1=CC=C(C=N1)NC1=NC=CC2=CC(=CC=C12)O[C@@H](C)C=1C(=NN(C1)C)C (S)-N-(6-chloropyridin-3-yl)-6-(1-(1,3-dimethyl-1H-pyrazol-4-yl)ethoxy)isoquinolin-1-amine